C(#N)[C@H]1N(CC(C1)(F)F)C(CNC(=O)C1=CC=NC2=CC=C(C=C12)C=1C=C2CCCN(C2=CC1)C(=O)OC(C)(C)C)=O tert-butyl (S)-4'-((2-(2-cyano-4,4-difluoropyrrolidin-1-yl)-2-oxoethyl)carbamoyl)-3,4-dihydro-[6,6'-biquinoline]-1(2H)-carboxylate